diethyl (4-(trifluoromethyl)-3-((trimethylsilyl)ethynyl)benzyl)phosphonate FC(C1=C(C=C(CP(OCC)(OCC)=O)C=C1)C#C[Si](C)(C)C)(F)F